6-[(5-bromo-6-fluoropyridin-2-yl)methyl]-7-methyl-[1,2,4]triazolo[4,3-a]pyrimidin-5-amine BrC=1C=CC(=NC1F)CC=1C(=NC=2N(C1N)C=NN2)C